C(#N)C1=CC(=C(C=2C3=C(NC12)CCC3)C=3C[C@H](CCC3)NC(OC(C)(C)C)=O)F tert-butyl N-[(1S)-3-(5-cyano-7-fluoro-1,2,3,4-tetrahydrocyclopenta[b]indol-8-yl)cyclohex-3-en-1-yl]carbamate